IC1=CC(=NC=C1C)N=C=S 4-iodo-2-isothiocyanato-5-methylpyridine